8-(3,3-dimethylpiperazin-1-yl)-N-{8-fluoro-2-methylimidazo[1,2-a]pyridin-6-yl}quinoxaline-5-carboxamide CC1(CN(CCN1)C1=CC=C(C=2N=CC=NC12)C(=O)NC=1C=C(C=2N(C1)C=C(N2)C)F)C